FC(C1=NN=C(S1)C1=NC(=NC2=C(C=C(C=C12)S(=O)(=O)NC1(CC1)C)N1[C@H](CN[C@H](C1)C)C)C)F 4-(5-(difluoromethyl)-1,3,4-thiadiazol-2-yl)-8-((2S,5S)-2,5-dimethylpiperazin-1-yl)-2-methyl-N-(1-methylcyclopropyl)quinazoline-6-sulfonamide